tris(2-methoxyethoxy)vinylsilane COCCOC(=C(OCCOC)OCCOC)[SiH3]